(deca-1E,3E,5E-trienyl)-2R-(hydroxymethyl)-piperidin C(=C\C=C\C=C\CCCC)/N1[C@H](CCCC1)CO